N-(3-(1-(2,2,2-trifluoroethyl)-1H-pyrazolo[4,3-c]pyridin-6-yl)-1H-pyrazol-4-yl)-4-azaspiro[2.5]octane-5,5-d2-4-carboxamide FC(CN1N=CC=2C=NC(=CC21)C2=NNC=C2NC(=O)N2C1(CC1)CCCC2([2H])[2H])(F)F